C(CCC)[Sn](C=C)(CCCC)CCCC Tributyl-vinyl-tin